C(C)(C)(C)N1C[C@H](NS(C2=C1C=C(C(=C2)O\C=C(\C(=O)O)/F)SC)(=O)=O)CCCC(F)(F)F (R,Z)-3-((5-(tert-butyl)-7-(methylthio)-1,1-dioxido-3-(4,4,4-trifluorobutyl)-2,3,4,5-tetrahydrobenzo[f][1,2,5]thiadiazepin-8-yl)oxy)-2-fluoroacrylic acid